C(C1=CC=CC=C1)OC=1C(=C(C2=CC(=CC=C2C1)Br)F)N1CC(NS1(=O)=O)=O 5-(3-benzyloxy-7-bromo-1-fluoro-2-naphthyl)-1,1-dioxo-1,2,5-thiadiazolidin-3-one